(S)-2-((7-(6-((4-chloro-2-fluorobenzyl)oxy)pyridin-2-yl)-1-methyl-1H-indol-4-yl)methyl)-1-(oxetane-2-ylmethyl)-1H-benzo[d]imidazole-6-carboxylic acid ClC1=CC(=C(COC2=CC=CC(=N2)C=2C=CC(=C3C=CN(C23)C)CC2=NC3=C(N2C[C@H]2OCC2)C=C(C=C3)C(=O)O)C=C1)F